Cl.NC(CCO)CNC1=C(C=CC=C1)Cl 3-amino-4-((2-chlorophenyl)amino)butan-1-ol hydrochloride salt